ClC1=CC=C(CN2CCN(C3=CC=CC=C23)C(C(C)N2CCN(CC2)C)=O)C=C1 1-(4-(4-chlorobenzyl)-3,4-dihydroquinoxalin-1(2H)-yl)-2-(4-methylpiperazin-1-yl)propan-1-one